1-(5-(4-ethylpiperazin-1-yl)-1H-pyrrolo[3,2-b]pyridin-3-yl)-3-(4-(trifluoromethyl)phenyl)urea C(C)N1CCN(CC1)C1=CC=C2C(=N1)C(=CN2)NC(=O)NC2=CC=C(C=C2)C(F)(F)F